FC=1C=CC(=C(C1)C1=CC(=C(N=N1)NC1C[C@@H]2[C@@H](CN(C2)CC2COCC2C)C1)C(F)(F)F)C (3aR,5s,6aS)-N-(6-(5-fluoro-2-methylphenyl)-4-(trifluoromethyl)pyridazin-3-yl)-2-((4-methyltetrahydro-furan-3-yl)methyl)octahydro-cyclopenta[c]pyrrol-5-amine